3-{4-[4-(piperidin-4-ylmethyl)piperazin-1-yl]Phenyl}piperidine-2,6-dione N1CCC(CC1)CN1CCN(CC1)C1=CC=C(C=C1)C1C(NC(CC1)=O)=O